(S)-2-(cyclopropanecarboxamido)-2-(2-hydroxyphenyl)acetic acid ethyl ester C(C)OC([C@H](C1=C(C=CC=C1)O)NC(=O)C1CC1)=O